NC1=CC=C(C(=C1C1=CC(N2[C@@H](CCC2C1)C(=O)OCC(=O)C1=C(C(=NC=C1)CO[Si](C)(C)C(C)(C)C)F)=O)F)C 2-(2-(((tert-butyldimethylsilyl)oxy)methyl)-3-fluoropyridin-4-yl)-2-oxoethyl (3S)-7-(6-amino-2-fluoro-3-methylphenyl)-5-oxo-1,2,3,5,8,8a-hexahydroindolizine-3-carboxylate